5,10,15,20-tetra-carboxyphenyl-porphyrin C(=O)(O)C=1C=CC=C(C1)C1=C2NC(=C1)C=C1C=CC(=N1)C(=C1C=CC(N1)=C(C=1C=CC(N1)=C2C(=O)O)C(=O)O)C(=O)O